CNC(CCC)=O N1-methylbutanamide